2-[5-(6-{5-[(methylsulfonyloxy)methyl]-1-methyl-1H-1,2,3-triazol-4-yl}-2-methylpyridin-3-yl)oxan-3-yl]acetic acid methyl ester COC(CC1COCC(C1)C=1C(=NC(=CC1)C=1N=NN(C1COS(=O)(=O)C)C)C)=O